N-[(6-Amino-2-pyridyl)sulfonyl]-2-(7-azabicyclo[2.2.1]heptan-7-yl)-6-(6-isopropoxy-3-pyridyl)pyridin-3-carboxamid NC1=CC=CC(=N1)S(=O)(=O)NC(=O)C=1C(=NC(=CC1)C=1C=NC(=CC1)OC(C)C)N1C2CCC1CC2